tert-butyl ((1r,3r)-3-((6-chloro-5-(trifluoromethyl)pyridin-3-yl)oxy)cyclobutyl)carbamate ClC1=C(C=C(C=N1)OC1CC(C1)NC(OC(C)(C)C)=O)C(F)(F)F